tert-butyl 3-((1-(3-(2,6-dioxopiperidin-3-yl)-1-methyl-1H-indazol-7-yl) piperidin-4-yl) methyl)-3,8-diazabicyclo[3.2.1]octane-8-carboxylate O=C1NC(CCC1C1=NN(C2=C(C=CC=C12)N1CCC(CC1)CN1CC2CCC(C1)N2C(=O)OC(C)(C)C)C)=O